(2S)-2-[2,5-dimethyl-4-[1-tetrahydropyran-2-yl-3-(2-triisopropylsilylethynyl)pyrazolo[3,4-c]pyridin-5-yl]pyrazol-3-yl]oxy-N-methyl-propan-1-amine CN1N=C(C(=C1O[C@H](CNC)C)C=1C=C2C(=CN1)N(N=C2C#C[Si](C(C)C)(C(C)C)C(C)C)C2OCCCC2)C